C(C#CC)N1C([C@H](NC(C12CCN(CC2)CCCCOC2=CC=C(C=C2)C(=O)NC)=O)[C@@H](C2CCCCC2)O)=O (3R)-1-(2-butynyl)-2,5-dioxo-3-((1R)-1-hydroxy-1-cyclohexylmethyl)-9-(4-(4-methylaminocarbonylphenoxy)butyl)-1,4,9-triazaspiro[5.5]undecane